CC1(OC2=C(C1)C=C(C(=C2)N2CCC1(CCOC1)CC2)NC(=O)C=2C=NN1C2N=CC=C1)C N-[2,2-dimethyl-6-(2-oxa-8-azaspiro[4.5]decan-8-yl)-3H-benzofuran-5-yl]pyrazolo[1,5-a]pyrimidine-3-carboxamide